CC=1C(=CSC1C)C(=O)OCC ethyl 4,5-dimethylthiophene-3-carboxylate